rac-4-(((3R,5R)-1-((1H-indol-6-yl)sulfonyl)-5-methylpyrrolidin-3-yl)(methyl)amino)phenol N1C=CC2=CC=C(C=C12)S(=O)(=O)N1C[C@@H](C[C@H]1C)N(C1=CC=C(C=C1)O)C |r|